tris(trimethylsiloxy)phosphine C[Si](OP(O[Si](C)(C)C)O[Si](C)(C)C)(C)C